(1R,2R)-N-[2-(4,6-dimethoxypyrimidin-5-yl)-1-methylpyrrolo[2,3-c]pyridin-5-yl]-2-fluorocyclopropane-1-carboxamide COC1=NC=NC(=C1C1=CC=2C(=CN=C(C2)NC(=O)[C@@H]2[C@@H](C2)F)N1C)OC